6-[(benzyloxy)carbonyl]-N2-(tert-butoxycarbonyl)-L-lysine 2,5-dioxopyrrolidin-1-yl ester O=C1N(C(CC1)=O)OC([C@@H](NC(=O)OC(C)(C)C)CCCC(N)C(=O)OCC1=CC=CC=C1)=O